(R)-N-[(1R)-1-[3-[7,8-difluoro-1-oxo-6-[5-(trifluoromethyl)pyrimidin-2-yl]-2-isoquinolinyl]propyl]but-2-ynyl]-2-methyl-propane-2-sulfinamide FC1=C(C=C2C=CN(C(C2=C1F)=O)CCC[C@H](C#CC)N[S@](=O)C(C)(C)C)C1=NC=C(C=N1)C(F)(F)F